4-(1-((R)-2-methyl-2,3-dihydrobenzofuran-6-yl)ethyl)piperazine-1-carboxylic acid tert-butyl ester C(C)(C)(C)OC(=O)N1CCN(CC1)C(C)C1=CC2=C(C[C@H](O2)C)C=C1